azocane N1CCCCCCC1